1-(6-((3S,4R)-3-Fluoro-4-methoxypiperidin-1-yl)-4-((2R,3S)-2-methyl-3-((methylsulfonyl)methyl)azetidin-1-yl)pyridin-2-yl)-6-(4-methoxypyridin-3-yl)-4-methyl-1H-pyrazolo[4,3-c]pyridine F[C@H]1CN(CC[C@H]1OC)C1=CC(=CC(=N1)N1N=CC=2C(=NC(=CC21)C=2C=NC=CC2OC)C)N2[C@@H]([C@H](C2)CS(=O)(=O)C)C